(Z)-(3,4,4-trifluoro-4-(o-tolylsulfonyl) but-2-en-1-yl) carbamate C(N)(OC\C=C(\C(S(=O)(=O)C1=C(C=CC=C1)C)(F)F)/F)=O